CN1N=C(C=C1B(O)O)C(F)(F)F [2-methyl-5-(trifluoromethyl)pyrazol-3-yl]-boronic acid